[Si](C)(C)(C(C)(C)C)OC[C@H](O)C1=NC=C(C=C1)Cl (R)-2-((tert-butyldimethylsilyl)oxy)-1-(5-chloropyridin-2-yl)ethan-1-ol